4-[4-amino-2-ethoxymethyl-1-(2-hydroxy-2-methylpropyl)-1H-imidazo[4,5-c]quinolin-7-yl]-N-methoxy-N-methylbenzamide NC1=NC=2C=C(C=CC2C2=C1N=C(N2CC(C)(C)O)COCC)C2=CC=C(C(=O)N(C)OC)C=C2